FC=1C=C(C=C(C1)F)C=1NC(=C(C1)C(=O)NCCN(C)C)C1=CC=CC=C1 (3,5-difluorophenyl)-N-(2-(dimethylamino)ethyl)-5-phenylAzole-4-carboxamide